(R)-1-(1-methyl-1H-pyrazolo[3,4-c]pyridin-5-yl)ethan-1-amine hydrochloride Cl.CN1N=CC=2C1=CN=C(C2)[C@@H](C)N